OC1CC=CC(O1)=O 6-hydroxy-5,6-dihydro-2H-pyran-2-one